2-(2-(5-methylthiophen-2-yl)phenyl)acetic acid CC1=CC=C(S1)C1=C(C=CC=C1)CC(=O)O